O=S1(N=C(C2=C1C=CC=C2)N(\N=C\C2=CC(=C(C=C2)B(O)O)OCCOC)CC(C)C)=O [4-[(E)-[(1,1-dioxo-1,2-benzothiazol-3-yl)-isobutyl-hydrazono]methyl]-2-(2-methoxyethoxy)phenyl]boronic acid